triethoxybenzoic acid butyl ester C(CCC)OC(C1=C(C(=C(C=C1)OCC)OCC)OCC)=O